P(OC(C1=CC=C(C=C1)C=C)(C)C)([O-])=O dimethyl-p-vinylbenzyl phosphonate